[C@H]12OC[C@H](N(C1)C1=CC(=C(C=N1)C(=O)OC)C(=O)OC)C2 dimethyl 6-((1R,4R)-2-oxa-5-azabicyclo[2.2.1]heptan-5-yl)pyridine-3,4-dicarboxylate